C1(CC1)NC(C([C@H](CCC(C)(F)F)NC(=O)[C@@H]1N(CCCC1)C([C@H](C(C)(C)C)NC(OC)=O)=O)=O)=O Methyl ((S)-1-((R)-2-(((S)-1-(cyclopropylamino)-6,6-difluoro-1,2-dioxoheptan-3-yl)carbamoyl)piperidin-1-yl)-3,3-dimethyl-1-oxobutan-2-yl)carbamate